N-(6-(2H-1,2,3-triazol-2-yl)-5-(trifluoromethyl)pyridin-3-yl)-4-chloro-6-(2-chloro-4-fluorophenyl)nicotinamide N=1N(N=CC1)C1=C(C=C(C=N1)NC(C1=CN=C(C=C1Cl)C1=C(C=C(C=C1)F)Cl)=O)C(F)(F)F